CC=1N=C(SC1C)N1N([NH2+]C(=N1)C1=CC(=CC=C1)OCC(=O)O)C1=CC=C(C=C1)S(=O)(=O)O 3-(4,5-dimethylthiazol-2-yl)-5-(3-carboxymethoxyphenyl)-2-(4-sulfo-phenyl)-2H-tetrazolium